nickel lithium salt [Li].[Ni]